4-chloro-2-((2-chloro-4-nitrophenyl)carbamoyl)phenyl piperazine-1-carboxylate N1(CCNCC1)C(=O)OC1=C(C=C(C=C1)Cl)C(NC1=C(C=C(C=C1)[N+](=O)[O-])Cl)=O